Cl.Cl.N1C(CCCC1)C1=CC=NC=C1 hexahydro[2,4']bipyridinyl dihydrochloride